C(C=C)(=O)OCCC(C)[Si](O[Si](C)(C)C)(O[Si](C)(C)C)O[Si](C)(C)C 3-[tris(trimethylsilyloxy)silyl]butyl acrylate